tert-butyl (4R)-4-[2-(2-ethoxy-2-oxo-ethoxy)ethyl]-2,2-dimethyl-oxazolidine-3-carboxylate C(C)OC(COCC[C@H]1N(C(OC1)(C)C)C(=O)OC(C)(C)C)=O